(Tetrahydrofuran-2-yl)methyl 2-(4-ethoxyphenyl)thiazole-4-carboxylate C(C)OC1=CC=C(C=C1)C=1SC=C(N1)C(=O)OCC1OCCC1